2,4-difluoro-9-p-tolyl-9H-carbazole FC1=CC=2N(C3=CC=CC=C3C2C(=C1)F)C1=CC=C(C=C1)C